C(ONC(=O)C1=C(N=CS1)C(=O)NC1=C(C(=C(C(=C1F)F)C1=CC(=CC=C1)OC([2H])([2H])[2H])F)F)([2H])([2H])[2H] N5-(methoxy-d3)-N4-(2,3,5,6-tetrafluoro-3'-(methoxy-d3)-[1,1'-biphenyl]-4-yl)thiazole-4,5-dicarboxamide